4-({[5-(3-Chlorophenyl)-1,3-oxazol-2-yl]methyl}sulfanyl)-6-methyl-1,3,5-triazin-2-amin ClC=1C=C(C=CC1)C1=CN=C(O1)CSC1=NC(=NC(=N1)C)N